C[C@H](CC1=CC=CC=C1)N |r| alpha-methyl-(±)-benzeneethanamine